2-(p-methoxyphenyl)imidazole COC1=CC=C(C=C1)C=1NC=CN1